dimethyl 5-oxoazelate O=C(CCCC(=O)OC)CCCC(=O)OC